C1(CC1)N=S1(CCNCC2=C1C=CC=C2)=O 1-(cyclopropylimino)-1-oxido-1,2,3,5-tetrahydro-4H-benzo[f][1,4]thiazepine